O1COCC=C1[O-] 4H-1,3-dioxin-6-olate